FC1(CC1)C=1C=C2C=C(NC2=CC1OCC=1N=CSC1)CNC(=O)C1(CC1)C N-({5-(1-fluorocyclopropyl)-6-[(1,3-thiazol-4-yl)methoxy]-2-indolyl}methyl)1-methylcyclopropanecarboxamide